BrC1=CC=C(C=C1)NC1=NC=CC(=N1)NC1=NC(=NC=C1)C1=NC(=CC=C1)C N2-(4-bromophenyl)-N4-[2-(6-methyl-2-pyridyl)pyrimidin-4-yl]pyrimidine-2,4-diamine